ClC=1C=C2C(C(NC2=C(C1)C(=O)O)=O)(F)F 5-chloro-3,3-difluoro-2-oxo-indoline-7-carboxylic acid